1,2,4-dithiazole-5-thione S1SC=NC1=S